hexahydrothieno[3,4-b]pyrazine-1,4-dicarboxylate 6,6-dioxide N1(C2C(N(CC1)C(=O)[O-])CS(C2)(=O)=O)C(=O)[O-]